(R)-N-hydroxy-3-(quinolin-6-yl)-4-(tetrahydro-2H-pyran-4-carbonyl)-2,3,4,5-tetrahydrobenzo[f][1,4]oxazepine-8-carboxamide ONC(=O)C1=CC2=C(CN([C@@H](CO2)C=2C=C3C=CC=NC3=CC2)C(=O)C2CCOCC2)C=C1